6-hydroxy-1-isopropyl-3-oxo-2-(2-oxo-2-(pyrrolidin-1-yl)ethyl)-3,8,9,10-tetrahydropyrano[3,2-f]chromen-5-carbaldehyde OC1=C(C2=C(C=3CCCOC13)C(=C(C(O2)=O)CC(N2CCCC2)=O)C(C)C)C=O